C1NC(CC12CNCC2)=O 2,7-diazaspiro[4.4]-nonan-3-one